COC=1C=CC2=C(C(CC3=C(N2)C=CC=C3)=O)C1 8-methoxy-5,11-dihydro-10H-dibenzo[b,f]azepin-10-one